N,N-Dimethylaminocyclohexan CN(C)C1CCCCC1